ClC1=CC=C(CNC(=O)NC2=CC=C(C=C2)CN2C(C3CC3C2)=O)C=C1 1-(4-chlorobenzyl)-3-(4-((2-oxo-3-azabicyclo[3.1.0]hexan-3-yl)methyl)phenyl)urea